N-(2-(1,7-dimethyl-1H-indazol-3-yl)propan-2-yl)-1-methyl-3-azabicyclo[3.1.0]hexane-6-carboxamide formate salt C(=O)O.CN1N=C(C2=CC=CC(=C12)C)C(C)(C)NC(=O)C1C2CNCC12C